FC=1C(=C(CNC(C2=C(N=CC=C2)OC)=O)C=C(C1)F)OCC(C)C N-(3,5-difluoro-2-isobutoxybenzyl)-2-methoxynicotinamide